FC1(CCC(CC1)NCCCC[C@@H](C)OC1=C(C=CC(=C1)C)S[C@@H]1[C@H](CCC1)C(=O)O)F |o1:23,24| (1R*,2S*)-2-((2-(((R)-6-((4,4-Difluorocyclohexyl)amino)hexan-2-yl)oxy)-4-methylphenyl)thio)cyclopentane-1-carboxylic acid